C(C1=CCCC=C1)=O 3,4-dihydrobenzaldehyde